2-(methoxymethyl)pyrrolidine hydrogen chloride Cl.COCC1NCCC1